C(C)C1=C(C=2N=C(NS(C2S1)(=O)=O)NC)C1C(CN(CC1)C(=O)OC(C)(C)C)C tert-butyl 4-[6-ethyl-3-(methylamino)-1,1-dioxo-2H-thieno[3,2-e][1,2,4]thiadiazin-5-yl]-3-methyl-piperidine-1-carboxylate